C(C1=CC=CC=C1)OC1=C(C(=O)NC2=CC=C(C=C2)C2=CC(=C(C(=C2)N(C2CCOCC2)CC)C)C(=O)OC)C=C(C(=C1)OCC1=CC=CC=C1)C(C)C Methyl 4'-(2,4-bis(benzyloxy)-5-isopropylbenzamido)-5-(ethyl(tetrahydro-2H-pyran-4-yl)amino)-4-methyl-[1,1'-biphenyl]-3-carboxylate